FC=1C=C(C=C2C=C(NC12)C(=O)OCC)OC Ethyl 7-fluoro-5-methoxy-1H-indole-2-carboxylate